BrC=1C=2N(C=C(C1)OCC)N=C1C2C(=NN1)C 4-bromo-6-ethoxy-3-methyl-1H-pyrazolo[3',4':3,4]pyrazolo[1,5-a]pyridine